4''-chloro-3',5'-diphenyl-1,1':2',1''-terphenyl ClC1=CC=C(C=C1)C=1C(=CC(=CC1C1=CC=CC=C1)C1=CC=CC=C1)C1=CC=CC=C1